C1(CCCC1)N1C(=CC2=C1N=C(N=C2)NC2=NC=C(C=C2)N2CCN(CC2)CC(CC)CC)C(=O)O 7-cyclopentyl-2-{5-[4-(2-ethyl-butyl)piperazin-1-yl]-pyridin-2-ylamino}-7H-pyrrolo[2,3-d]pyrimidine-6-carboxylic acid